4-{[2-(4-{[(4-methanesulfonyl-phenyl)amino]meth-yl}phenyl)-1-(2,2,2-trifluoroethyl)-1H-indol-4-yl]amino}-1λ6-thiane-1,1-dione CS(=O)(=O)C1=CC=C(C=C1)NCC1=CC=C(C=C1)C=1N(C2=CC=CC(=C2C1)NC1CCS(CC1)(=O)=O)CC(F)(F)F